3-(3,4-difluorophenyl)-4,5-dimethyl-5-(trifluoromethyl)tetrahydrofuran FC=1C=C(C=CC1F)C1COC(C1C)(C(F)(F)F)C